7-Amino-8-bromo-2,3-dimethoxyquinoxaline-6-carboxamide NC1=C(C=C2N=C(C(=NC2=C1Br)OC)OC)C(=O)N